(2,6-di-tert-butyl-4-methylphenyl)phenyl-pentaerythritol diphosphite OP(O)OP(O)O.C(C)(C)(C)C1=C(C(=CC(=C1)C)C(C)(C)C)C(O)(C(CO)(CO)CO)C1=CC=CC=C1